(2R,3R,4S,5S)-2-(acetoxymethyl)-5-(2,4-dioxo-1-(pyrrolidin-3-yl)-1,2,3,4-tetrahydropyrimidin-5-yl)tetrahydrofuran-3,4-diacetate C(C)(=O)OC[C@@H]1O[C@@H]([C@H]([C@H]1CC(=O)[O-])CC(=O)[O-])C=1C(NC(N(C1)C1CNCC1)=O)=O